tetraglycidyl-diaminopentane C(C1CO1)C(C(C(C)(CC1CO1)CC1CO1)(N)N)(C)CC1CO1